3-(3-(N,N-dimethylsulfamoyl)benzyl)-N,N,2-trimethyl-1H-indole-5-sulfonamide CN(S(=O)(=O)C=1C=C(CC2=C(NC3=CC=C(C=C23)S(=O)(=O)N(C)C)C)C=CC1)C